(triphenylphosphine) ruthenium (II) hydride [RuH2].C1(=CC=CC=C1)P(C1=CC=CC=C1)C1=CC=CC=C1